N1=C(C=CC=C1)C=1N=CC(=NC1)OCC(=O)N 2-((5-(pyridin-2-yl)pyrazin-2-yl)oxy)acetamide